methylphenyl-cyclohexanone CC1(C(CCCC1)=O)C1=CC=CC=C1